2-((1R,4r)-4-((R)-2-hydroxy-N-methylpropanamido)cyclohexyl)-6-methoxy-N-(1-(2-methyl-2H-1,2,3-triazol-4-yl)-2-oxo-1,2-dihydropyridin-3-yl)-2H-indazole-5-carboxamide O[C@@H](C(=O)N(C)C1CCC(CC1)N1N=C2C=C(C(=CC2=C1)C(=O)NC=1C(N(C=CC1)C1=NN(N=C1)C)=O)OC)C